N,N-dimethyl-N-(3-sulfopropyl)-1-octadecyl-ammonium C[N+](CCCS(=O)(=O)O)(C)CCCCCCCCCCCCCCCCCC